NCC(=O)[C@](N(C(CN)=O)C(CN)=O)(CCCCN)C(=O)O triglycinyl-lysine